2-chloro-4-[(6R)-6-(hydroxymethyl)-6-methyl-4-oxo-3H,4H,6H,7H-pyrano[3,4-d]imidazol-3-yl]benzonitrile ClC1=C(C#N)C=CC(=C1)N1C=NC2=C1C(O[C@@](C2)(C)CO)=O